(5-methyl-2-(methylthio)pyrimidin-4-yl)-1-oxoisoindole-2-carboxylic acid tert-butyl ester C(C)(C)(C)OC(=O)N1C(C2=CC=CC=C2C1C1=NC(=NC=C1C)SC)=O